N-[(1S,2S)-2-methoxy-2,3-dihydro-1H-inden-1-yl]prop-2-enamide CO[C@@H]1[C@H](C2=CC=CC=C2C1)NC(C=C)=O